tert-butyl (S)-(1-amino-5-methyl-1-oxohexan-3-yl)carbamate NC(C[C@H](CC(C)C)NC(OC(C)(C)C)=O)=O